N-(3-((5-(2-chloropyridin-4-yl)-2-((1-methyl-1H-pyrazol-4-yl)amino)pyrimidin-4-yl)amino)-4-fluorophenyl)acrylamide ClC1=NC=CC(=C1)C=1C(=NC(=NC1)NC=1C=NN(C1)C)NC=1C=C(C=CC1F)NC(C=C)=O